(S)-4-amino-7-fluoro-N-methyl-N-(1-(4-(trifluoromethyl)phenyl)ethyl)imidazo[1,5-a]quinoxaline-8-formamide NC=1C=2N(C3=CC(=C(C=C3N1)F)C(=O)N([C@@H](C)C1=CC=C(C=C1)C(F)(F)F)C)C=NC2